O1N=CC=N1 [1,2,5]oxadiazol